C1(CCC1)OC1=CC(=NC(=C1)SC)C1=CNC2=CN=C(C=C21)NC(C)=O N-(3-(4-cyclobutoxy-6-(methylthio)pyridin-2-yl)-1H-pyrrolo[2,3-c]pyridin-5-yl)acetamide